CC1(CC1)CN1C(=CC=2C1=NC=CC2)C(=O)OCC ethyl 1-[(1-methylcyclopropyl) methyl]-1H-pyrrolo[2,3-b]pyridine-2-carboxylate